C(C1=CC=CC=C1)OC1=C(C=C(C(=C1)OCC1=CC=CC=C1)C(C)C)C(=O)N1CCNCC1 [2,4-bis(benzyloxy)-5-isopropylphenyl](piperazin-1-yl)methanone